Tert-butyl (3-chloro-2-fluoropyridin-4-yl)carbamate ClC=1C(=NC=CC1NC(OC(C)(C)C)=O)F